ClC=1C=C(C=CC1)C1CC(C(NC1C1=CC=C(C=C1)Cl)=O)(C=O)C 5-(3-chlorophenyl)-6-(4-chlorophenyl)-3-methyl-2-oxopiperidine-3-carbaldehyde